tert-butyl 2-(2-methylphenyl)-7-azaspiro[3.5]nonane-7-carboxylate CC1=C(C=CC=C1)C1CC2(C1)CCN(CC2)C(=O)OC(C)(C)C